6-chloro-1,4-dimethyl-phthalazine Methyl-3-[2-chloro-4-(2-oxa-6-azaspiro[3.3]heptan-6-ylmethyl)anilino]-5-(methylamino)-6-(3-methylimidazo[4,5-c]pyridin-7-yl)pyrazine-2-carboxylate COC(=O)C1=NC(=C(N=C1NC1=C(C=C(C=C1)CN1CC2(COC2)C1)Cl)NC)C=1C2=C(C=NC1)N(C=N2)C.ClC=2C=C1C(=NN=C(C1=CC2)C)C